tert-Butyl (2R,4S)-2-ethynyl-4-fluoropyrrolidine-1-carboxylate C(#C)[C@@H]1N(C[C@H](C1)F)C(=O)OC(C)(C)C